BrC1=C(C(=C(C=C1)N1CCN(CC1)C1CCN(CC1)C1=C(C=C(C=C1)C1C(NC(CC1)=O)=O)F)F)F 3-(4-(4-(4-(4-Bromo-2,3-difluorophenyl)piperazin-1-yl)piperidin-1-yl)-3-fluorophenyl)piperidine-2,6-dione